BrC1=C(C=O)C=CC=C1Cl 2-bromo-3-chlorobenzaldehyde